4-(4-amino-1-(1-morpholinopropan-2-yl)-7-oxo-6,7-dihydro-1H-pyrazolo[3,4-d]pyridazin-3-yl)-N-(4-(trifluoromethyl)pyridin-2-yl)benzamide NC=1C2=C(C(NN1)=O)N(N=C2C2=CC=C(C(=O)NC1=NC=CC(=C1)C(F)(F)F)C=C2)C(CN2CCOCC2)C